C(C)[O-].C(C)[O-].C(C)[O-].[Al+3] aluminium triethanolate